Cl.C1(=CC=C(C=C1)CCNCC(=O)OCC1=CC(=NC(=C1)Cl)Cl)C1=CC=CC=C1 (2,6-Dichloropyridin-4-yl)methyl (2-((1,1'-biphenyl)-4-yl)ethyl)glycinate hydrochloride